FC1CC2(C(CN(C2)C(C)=O)C1)CO 1-(trans-5-fluoro-3a-(hydroxymethyl)hexahydrocyclopenta[c]pyrrol-2(1H)-yl)ethan-1-one